C(C)(C)(C)N(C(O)=O)CC1=NN=C(N=N1)CN(C(O)=O)C(C)(C)C.FC1=C(C(=O)N[C@H]2C[C@H](CCC2)NC2=NC(=NC3=CC=CC=C23)C(F)(F)F)C=CC=C1 fluoro-N-[(1R,3S)-3-[[2-(trifluoromethyl)quinazolin-4-yl]amino]cyclohexyl]benzamide di-t-butyl-((1,2,4,5-tetrazine-3,6-diyl)bis(methylene))dicarbamate